C(C)N(CCCNC(=O)C1=CC2=C(N3C(S2)=NC(=C3)C3=CC(=C(C=C3)C(NC)=O)F)C=C1)CC N-(3-(diethylamino)propyl)-2-(3-fluoro-4-(methylcarbamoyl)phenyl)benzo[d]imidazo[2,1-b]thiazole-7-carboxamide